OC1CCC(CC1)NC1=C(C=C(C=N1)C(C(=O)N)=C)C1=CC=CC=C1 (6-(((1r,4r)-4-hydroxycyclohexyl)amino)-5-phenylpyridin-3-yl)acrylamide